calcium disodium salt hydrate O.[Na].[Na].[Ca]